1-cyclopentyl-5-(2,6-dimethoxyphenyl)-N-[(3S)-1-{2-oxa-6-azaspiro[3.3]heptan-6-yl}-1-oxo-5-(piperidin-1-yl)pentan-3-yl]-1H-pyrazole-3-carboxamide C1(CCCC1)N1N=C(C=C1C1=C(C=CC=C1OC)OC)C(=O)N[C@H](CC(=O)N1CC2(COC2)C1)CCN1CCCCC1